4-[5-(4-fluorophenyl)-6-(8-oxabicyclo[3.2.1]octan-3-yl)-1H-pyrrolo[2,3-f]indazol-7-yl]benzoic Acid FC1=CC=C(C=C1)N1C(=C(C2=C1C=C1C=NNC1=C2)C2=CC=C(C(=O)O)C=C2)C2CC1CCC(C2)O1